3-{[({5-[3-(1H-imidazol-5-yl)imidazo[1,2-a]pyrimidin-2-yl]-3-(trifluoromethyl)-1H-1,2,4-triazol-1-yl}methoxy)carbonyl]oxy}propanoic acid N1C=NC=C1C1=C(N=C2N1C=CC=N2)C2=NC(=NN2COC(=O)OCCC(=O)O)C(F)(F)F